C(C(=C)C)(=O)OON1C(CCCC1(C)C)(C)C 2,2,6,6-tetramethyl-1-piperidinyloxy methacrylate